3-(2-(benzyloxy)-3-fluorophenyl)pentane-1,5-diol C(C1=CC=CC=C1)OC1=C(C=CC=C1F)C(CCO)CCO